C(CCC)(=O)ON1C(CCC1=O)=O butyric acid, 2,5-dioxo-1-pyrrolidinyl ester